O1CCC(=CC1)C1=NC=C(C=N1)N1C(C2(C3=C1N=C(N=C3NC)CO)CCCC2)=O 7'-(2-(3,6-dihydro-2H-pyran-4-yl)pyrimidin-5-yl)-2'-(hydroxymethyl)-4'-(methylamino)spiro[cyclopentane-1,5'-pyrrolo[2,3-d]pyrimidin]-6'(7'H)-one